tri(hydroxymethyl)phosphine oxide OCP(CO)(CO)=O